4-(1-naphthyl)-phenol C1(=CC=CC2=CC=CC=C12)C1=CC=C(C=C1)O